2-bromo-1-(3-methylpyridin-2-yl)-2-phenylethan-1-one hydrobromide Br.BrC(C(=O)C1=NC=CC=C1C)C1=CC=CC=C1